FC(N1N=CC(=C1)C1=C(C=C(C=C1)[N+](=O)[O-])S(=O)(=O)N=CN(C)C)F [1-(difluoromethyl)-1H-pyrazol-4-yl]-N-[(dimethylamino)methylene]-5-nitrobenzene-sulfonamide